2-[2-[3-[4-[(E)-Hex-1-enyl]phenyl]prop-2-enoyl]-5-(3-methylbut-2-enoxy)phenoxy]acetic acid C(=C\CCCC)/C1=CC=C(C=C1)C=CC(=O)C1=C(OCC(=O)O)C=C(C=C1)OCC=C(C)C